(S)-5-(2-fluoro-6-methylphenyl)-3-(3-(methoxymethyl)-2-methyl-1,2,3,4-tetrahydroisoquinolin-7-yl)-1H-pyrazolo[4,3-c]pyridazin-6(5H)-one FC1=C(C(=CC=C1)C)N1N=C2C(=CC1=O)NN=C2C2=CC=C1C[C@H](N(CC1=C2)C)COC